COC=1C(=CC=C2C=CC=NC12)OCCCCC1OC=2C(C1)CC=CC2 8-methoxy-2-(4-(quinolin-7-yloxy)butyl)-1,2,3,4-tetrahydrobenzofuran